(2S,3R,4R)-1-acetyl-4-((4-chloro-2-methoxyphenyl)amino)-2-cyclopropyl-3-methyl-1,2,3,4-tetrahydroquinoline-6-carboxamide C(C)(=O)N1[C@H]([C@@H]([C@H](C2=CC(=CC=C12)C(=O)N)NC1=C(C=C(C=C1)Cl)OC)C)C1CC1